C1(=CC=CC=C1)/C=C/C(=O)C=1C(N(C(N(C1O)C)=C)C)=O [(2E)-3-phenylprop-2-enoyl]-6-hydroxy-1,3-dimethyl-2-methylidene-1,2,3,4-tetrahydropyrimidin-4-one